3-(trifluoromethoxy)cyclobutanecarboxamide FC(OC1CC(C1)C(=O)N)(F)F